C(C1=CC(OC)=C(O)C=C1)=C(C(C)=O)Cl VANILLYLIDENECHLOROACETONE